FC1=CC(=C(C=NNC2=CC=C(C(=O)O)C=C2)C=C1)C 4-(2-(4-fluoro-2-methylbenzylidene)hydrazino)benzoic acid